[5-(prop-1-en-2-yl)thiophen-3-yl]carbamic acid tert-butyl ester C(C)(C)(C)OC(NC1=CSC(=C1)C(=C)C)=O